methyl O-Methyl-D-serinate hydrochloride Cl.COC[C@@H](N)C(=O)OC